ClC=1C(=CC(=C(C1)NC1=NC=NC2=CC(=C(C=C12)NC(C(=CC1N(CCC1)C)F)=O)OC)OC)OC1=CC(=CC=C1)F N-(4-((5-chloro-4-(3-fluorophenoxy)-2-methoxyphenyl)amino)-7-methoxyquinazolin-6-yl)-2-fluoro-3-(1-methylpyrrolidin-2-yl)acrylamide